3-(4-amino-3-ethoxyphenoxy)propan-1-sulfonic acid NC1=C(C=C(OCCCS(=O)(=O)O)C=C1)OCC